1-(6-chloro-2-{[5-chloro-1-(2-hydroxy-2-methylpropyl)-1H-pyrazol-4-yl]amino}quinazolin-7-yl)-4-methylpiperidin-4-ol ClC=1C=C2C=NC(=NC2=CC1N1CCC(CC1)(O)C)NC=1C=NN(C1Cl)CC(C)(C)O